5-(4-chlorophenyl)-5-(cinnamyloxy)-2,5-dihydro-3H-imidazo[2,1-a]isoindole ClC1=CC=C(C=C1)C1(N2C(C3=CC=CC=C13)=NCC2)OCC=CC2=CC=CC=C2